2H-spiro[naphthalene-1,22'-[20]oxa[1,12]diazatetracyclo[14.7.2.03,6.019,24]pentacosa[8,16,18,24]tetraene]-15'-carboxamide N12CC3CCC3CC=CCCNCCC(C3=CC=C(OCC4(C1)CC=CC1=CC=CC=C14)C2=C3)C(=O)N